4-chloromethyl-1,3-dioxolane ClCC1OCOC1